S1C2=C(C=C1)C=CC(=C2)C2=C(C(=O)OC)C=CC=C2N2CC(C2)OC2=CC=C(C=C2)CO Methyl 2-(benzo[b]thiophen-6-yl)-3-(3-(4-(hydroxymethyl)phenoxy)azetidin-1-yl)benzoate